C1(=CC=CC=C1)C1=CC=C(O1)C=1C(=NC=C(C1)C=1C=NN(C1)C1CCOCC1)N 3-(5-phenylfuran-2-yl)-5-(1-(tetrahydro-2H-pyran-4-yl)-1H-pyrazol-4-yl)pyridin-2-amine